C(C)(C)(C)OC(=O)N1CCOC2=C(C1)N=C(C=C2)Cl 7-chloro-2,3-dihydropyrido[2,3-f][1,4]oxazepine-4(5H)-carboxylic acid tert-butyl ester